1-(cyclobutyl-methyl)-8-dimethylamino-8-phenyl-3-(pyridin-3-ylmethyl)-1,3-diazaspiro[4.5]decan-2-one C1(CCC1)CN1C(N(CC12CCC(CC2)(C2=CC=CC=C2)N(C)C)CC=2C=NC=CC2)=O